3-(2-(2-fluoro-5-(hydroxymethyl)phenyl)-2-(7-oxofuro[2,3-c]pyridin-6(7H)-yl)acetamido)propanoate FC1=C(C=C(C=C1)CO)C(C(=O)NCCC(=O)[O-])N1C(C2=C(C=C1)C=CO2)=O